OC(=O)C(F)(F)F.CN1N=CC(=C1C)C=1C=C(C(=C(C(=O)NCC=2C(NC(=CC2C)C)=O)C1)C)N(CC)C1CCC(CC1)N(C)C 5-(1,5-dimethyl-1H-pyrazol-4-yl)-N-((4,6-dimethyl-2-oxo-1,2-dihydropyridin-3-yl)methyl)-3-(((1r,4r)-4-(dimethylamino)cyclohexyl)(ethyl)amino)-2-methylbenzamide TFA Salt